C(C)O[Si](C)(C)CNCCN N-[(ethoxydimethylsilyl)methyl]ethylenediamine